bis[bis(3,5-di-tert-butyl-4-methoxyphenyl)phosphino]-1,1'-binaphthyl C(C)(C)(C)C=1C=C(C=C(C1OC)C(C)(C)C)P(C1=CC(=C(C(=C1)C(C)(C)C)OC)C(C)(C)C)C=1C(=C(C2=CC=CC=C2C1)C1=CC=CC2=CC=CC=C12)P(C1=CC(=C(C(=C1)C(C)(C)C)OC)C(C)(C)C)C1=CC(=C(C(=C1)C(C)(C)C)OC)C(C)(C)C